C(C)(C)(C1=CC=CC=C1)C=1C=C(C=C(C1)C(C)(C)C1=CC=CC=C1)O 3,5-dicumylphenol